NC1=NC=C(C=C1O[C@H](C)C=1C=C(C=CC1)NC(C1=CC(=CC=C1)C1CC1)=O)C=1C=NN(C1)C1CCNCC1 (R)-N-(3-(1-((2-amino-5-(1-(piperidin-4-yl)-1H-pyrazol-4-yl)pyridin-3-yl)oxy)ethyl)phenyl)-3-cyclopropylbenzamide